6-oxo-5-[4-[(3-ethyl-2-oxo-1H-1,6-naphthyridin-7-yl)methyl]Piperazin-1-yl]-N-methyl-pyridine-2-carboxamide O=C1C(=CC=C(N1)C(=O)NC)N1CCN(CC1)CC1=NC=C2C=C(C(NC2=C1)=O)CC